C(C1=CC=CC=C1)OCCOCCOC1=NC=CC(=C1)N(CC1=CC=C(C=C1)N1CCOCC1)CC1=CC(=CC=C1)OC 2-(2-(2-(benzyloxy)ethoxy)ethoxy)-N-(3-methoxybenzyl)-N-(4-morpholinobenzyl)pyridin-4-amine